(Z)-4-((5-fluoro-3-(2-((furan-2-ylmethyl)amino)-2-oxoethyl)-2-methyl-1H-inden-1-ylidene)methyl)-2,6-dimethoxyphenyl (4-nitrophenyl) carbonate C(OC1=C(C=C(C=C1OC)\C=C/1\C(=C(C2=CC(=CC=C12)F)CC(=O)NCC=1OC=CC1)C)OC)(OC1=CC=C(C=C1)[N+](=O)[O-])=O